C(C)(=O)C1=CC=C(C=C1)C=1C2=CC=CC=C2N=C2C=CC=CC12 9-(4-acetylphenyl)acridine